1-docosanoyl-2-(9Z-hexadecenoyl)-glycero-3-phosphocholine CCCCCCCCCCCCCCCCCCCCCC(=O)OC[C@H](COP(=O)([O-])OCC[N+](C)(C)C)OC(=O)CCCCCCC/C=C\CCCCCC